BrC=1C=C(C(=O)[O-])C=C(C1)CC#N 3-bromo-5-(cyanomethyl)benzoate